Xanthine Sodium Salt [Na].N1C(=O)NC=2N=CNC2C1=O